C1(CCC1)NC1=NC(=NC=C1C(=O)N)NC1CCC(CC1)O 4-(cyclobutylamino)-2-((1r,4r)-4-hydroxycyclohexylamino)pyrimidine-5-carboxamide